ClC1=C(C=C(C=C1)C(CO)(C)NC1=NC2=C(N1)C=CC=C2CNC2=NOC=C2)F 2-(4-chloro-3-fluorophenyl)-2-[(4-{[(1,2-oxazol-3-yl)amino]methyl}-1H-1,3-benzodiazol-2-yl)amino]propan-1-ol